C(C)C1=NC2=C(C=C(C=C2NC1=O)CN1CCN(CC1)C=1C(=NC(=CC1)C)C(=O)NC1COC1)F (4-((2-ethyl-8-fluoro-3-oxo-3,4-dihydroquinoxalin-6-yl)methyl)piperazin-1-yl)-6-methyl-N-(oxetan-3-yl)pyridinecarboxamide